4-(tert-butyl)-4-hydroxy-8-(pyridazin-4-yl)-1,3,4,5-tetrahydro-6H-pyrano[4,3-b]thieno[3,2-d]pyridin-6-one C(C)(C)(C)C1(COCC2=C1NC(C1=C2C=C(S1)C1=CN=NC=C1)=O)O